N-hydroxy-5-(9-methoxy-5-oxo-5,6-dihydro-11H-indolo[3,2-c]isoquinolin-11-yl)pentanamide ONC(CCCCN1C2=CC(=CC=C2C=2NC(C3=CC=CC=C3C21)=O)OC)=O